2-([1,1'-biphenyl]-2-yl)-3-fluoro-1-(4-(2-(propylamino)ethyl)benzyl)-1H-indol-5-ol C1(=C(C=CC=C1)C=1N(C2=CC=C(C=C2C1F)O)CC1=CC=C(C=C1)CCNCCC)C1=CC=CC=C1